8-(2-(hydroxymethyl)phenyl)-2-((2-methyl-1,2,3,4-tetrahydroisoquinolin-7-yl)amino)quinazoline OCC1=C(C=CC=C1)C=1C=CC=C2C=NC(=NC12)NC1=CC=C2CCN(CC2=C1)C